[C@H]1([C@@H](O)[C@@H](O)[C@H](O)[C@H](O1)CO)O[C@@H]1[C@H](O[C@@H]([C@H]([C@@H]1O)O)CO)O[C@H]([C@H](C=O)O)[C@@H](O)[C@H](O)CO α-D-Mannopyranosyl-(1→2)-α-D-mannopyranosyl-(1→3)-D-galactose